2-(3-tert-butyl-5-(2-(2-ethylhexyloxy)carbonylethyl)-2-hydroxy-phenyl)-2H-benzotriazole C(C)(C)(C)C=1C(=C(C=C(C1)CCC(=O)OCC(CCCC)CC)N1N=C2C(=N1)C=CC=C2)O